(R)-(1-oxo-1-(4-(5-(trifluoromethyl)pyrimidin-2-yl)piperazin-1-yl)propan-2-yl)carbamic acid tert-butyl ester C(C)(C)(C)OC(N[C@@H](C(N1CCN(CC1)C1=NC=C(C=N1)C(F)(F)F)=O)C)=O